N-((5-(5-(difluoromethyl)-1,3,4-oxadiazol-2-yl)thiazol-2-yl)methyl)-1-methyl-N-(pyridin-3-yl)cyclopropane-1-sulfonamide FC(C1=NN=C(O1)C1=CN=C(S1)CN(S(=O)(=O)C1(CC1)C)C=1C=NC=CC1)F